C(C)(C)(C)C1N2C(C3=CC(=C(C=C3C1)C1=CN=C(S1)C1CC(C1)OC)OC)=CC(C(=C2)C(=O)[O-])=O 6-tert-butyl-10-methoxy-9-[2-(3-methoxycyclobutyl) thiazol-5-yl]-2-oxo-6,7-dihydro-2H-pyrido[2,1-a]isoquinoline-3-carboxylate